C(C)N1C[C@H](CCC1)NC1=C(C=C(N=N1)C1=C(C=C(C=C1C)C(F)(F)F)O)C (S)-2-(6-((1-ethylpiperidin-3-yl)amino)-5-methylpyridazin-3-yl)-3-methyl-5-(trifluoromethyl)-phenol